2-[2-[4-[(3S)-3-(5-Cyano-3-pyridyl)isoxazolidine-2-carbonyl]-1-piperidyl]-5-fluoro-pyrimidin-4-yl]oxyacetic acid TFA salt OC(=O)C(F)(F)F.C(#N)C=1C=C(C=NC1)[C@H]1N(OCC1)C(=O)C1CCN(CC1)C1=NC=C(C(=N1)OCC(=O)O)F